C1=CC=CC=2C3=CC=CC=C3C(C12)COC(=O)N[C@@H](CC1=CN(C2=CC=CC=C12)C(=O)OC(C)(C)C)C(=O)O N-(9-fluorenylmethoxycarbonyl)-N1-tert-butoxycarbonyl-L-tryptophan